C(C)(=O)N(CCCCCNC(CCC(=O)N(CCCCCNC(CCC(=O)N(O)CCCCCN)=O)O)=O)O N'-[5-[[4-[[5-(acetylhydroxyamino)pentyl]amino]-1,4-dioxobutyl]hydroxyamino]pentyl]-N-(5-aminopentyl)-N-hydroxy-butanediamide